C(C)(=O)C1=CC2=C(N(C=CN2C)C2CCNCC2)N=C1 7-acetyl-1-methyl-4-(piperidin-4-yl)-1,4-dihydropyrido[2,3-b]Pyrazine